5-methyl-bicyclo[2.2.1]Hept-2-ene CC1C2C=CC(C1)C2